N(=[N+]=[N-])C[C@@H]1[C@H]([C@H]([C@@H](O1)N1C2=NC=NC(=C2N=C1)NC(C1=CC=CC=C1)=O)F)O N-[9-[(2R,3R,4R,5R)-5-(azidomethyl)-3-fluoro-4-hydroxy-tetrahydrofuran-2-yl]purin-6-yl]benzamide